F[P-](F)(F)(F)(F)F.N1(N=NC2=C1C=CC=C2)O[P+](N2CCCC2)(N2CCCC2)N2CCCC2 benzotriazole-1-yloxytris(pyrrolidinyl)phosphonium hexafluorophosphate